C(C)N1C(=C(C=2C1=CN=CC2)C(=O)C2=CC=C(C=C2)O)CC (1,2-diethyl-1H-pyrrolo[2,3-c]pyridin-3-yl)(4-hydroxyphenyl)methanone